C(C1=CC=CC=C1)N1[C@@H]([C@@H]2CC[C@H](C1)N2C(=O)OC(C)(C)C)COCOC tert-butyl (1S,2S,5R)-3-benzyl-2-((methoxymethoxy)methyl)-3,8-diazabicyclo[3.2.1]octane-8-carboxylate